5-chloro-6-(piperidine-1-carbonyl)indolin-2-one ClC=1C=C2CC(NC2=CC1C(=O)N1CCCCC1)=O